C(C1=CC=CC=C1)C1C(N(CC1)C1=CC=C(C=C1)C1=CC=NC=C1)=O 3-Benzyl-1-(4-(pyridin-4-yl)phenyl)pyrrolidin-2-one